ClC=1C=CC(=NC1)CNN 5-chloro-2-(hydrazineylmethyl)pyridine